7-(Difluoro-methyl)-9-fluoro-8-(1H-indol-4-yl)-1,4,4-trimethyl-5H-[1,2,4]triazolo[4,3-a]quinoxaline FC(C=1C=C2NC(C=3N(C2=C(C1C1=C2C=CNC2=CC=C1)F)C(=NN3)C)(C)C)F